[di(biphenylyl)triazinyl]phenyldibenzoselenoPhen C1(=C(C=CC=C1)C1=C(C(=NN=N1)C1=C(C2=C([Se]C3=C2C=CC=C3)C=C1)C1=CC=CC=C1)C1=C(C=CC=C1)C1=CC=CC=C1)C1=CC=CC=C1